ClC1=C2C=CNC2=CC(=C1)NC1=CC(=CC(=N1)C#N)N1CCOCC1 6-[(4-chloro-1H-indol-6-yl)amino]-4-(morpholin-4-yl)pyridine-2-carbonitrile